C(C)(=O)N[C@@H](CCCNC(N)=N)C(=O)O Nα-acetyl-L-arginine